3'-[(2-methyl-1,3-phenylene)diimino]bis[4,5,6,7-tetrachloro-1H-isoindol-1-one] CC1=C(C=CC=C1NC1=NC(C2=C(C(=C(C(=C12)Cl)Cl)Cl)Cl)=O)NC1=NC(C2=C(C(=C(C(=C12)Cl)Cl)Cl)Cl)=O